NC=1C=2N(C=CN1)C(=NC2C2=CC(=C(C=C2)NC(OC(C)(C)C)=O)OC)C2=NN(C=C2)C2COC2 tert-Butyl (4-(8-amino-3-(1-(oxetan-3-yl)-1H-pyrazol-3-yl)imidazo[1,5-a]pyrazin-1-yl)-2-methoxyphenyl)carbamate